8-methyl-2-[(2-methylphenyl)methyl]-N-[(1,2-oxazol-3-yl)methyl]-4,5-dihydro-2H-furo[2,3-g]indazole-7-carboxamide CC1=C(OC=2CCC3=CN(N=C3C21)CC2=C(C=CC=C2)C)C(=O)NCC2=NOC=C2